CC1=CC(=C(C=C1)N)C The molecule is a primary arylamine that is aniline in which the hydrogens at the 2- and 4-positions are replaced by methyl groups. A clear to yellow liquid, it is used in production of certain dyes, pesticides and other chemicals. It is a primary arylamine and a dimethylaniline.